tert-Butyl 6-(3-oxocyclopent-1-enyl)pyridine-2-ylcarbamate O=C1C=C(CC1)C1=CC=CC(=N1)NC(OC(C)(C)C)=O